butyl-rel-(2R,3S)-3-amino-3-[(3-methoxy-3-oxopropoxy)methyl]-2-({[(CIS)-4-phenylcyclohexyl]oxy} methyl)piperidine-1-carboxylate C(CCC)OC(=O)N1[C@H]([C@@](CCC1)(COCCC(=O)OC)N)CO[C@@H]1CC[C@@H](CC1)C1=CC=CC=C1 |o1:8,9|